OC=1C(=NC2=CC=CC=C2C1)C1C(C2=CC=CC=C2C1=O)=O 2-(3-hydroxy-2-quinolyl)-1,3-indandione